C1(CC1)C([C@@H](C=1N=C2N(N=C(C=C2)C(C)C2C(NC[C@@H](C2)C(F)(F)F)=O)C1)NC(=O)C1=CC=NN1CC)C1CC1 N-((1S)-2,2-dicyclopropyl-1-(6-(1-((5R)-2-oxo-5-(trifluoromethyl)piperidin-3-yl)ethyl)imidazo[1,2-b]pyridazin-2-yl)ethyl)-1-ethyl-1H-pyrazole-5-carboxamide